ONC(CCCCCCNC(=O)C1CC2=C(N(C=3C=CC=CC23)C2=CC=CC=C2)C1)=O N-(7-(hydroxyamino)-7-oxoheptyl)-4-phenyl-1,2,3,4-tetrahydrocyclopenta[b]indole-2-carboxamide